ChloroIsobutylene ClCC(C)=C